fluoropropanesulfonate FC(CC)S(=O)(=O)[O-]